C(C)(=O)C1=NN(C2=C(C=C(C=C12)C=1C=NC(=NC1)C)COC)CC(=O)N1C2CC2(C[C@H]1C(=O)NC1=NC(=CC=C1)Br)COC (3S)-2-(2-(3-acetyl-7-(methoxymethyl)-5-(2-methylpyrimidin-5-yl)-1H-indazol-1-yl)acetyl)-N-(6-bromopyridin-2-yl)-5-(methoxymethyl)-2-azabicyclo[3.1.0]hexane-3-carboxamide